7-((3,4-difluorobenzyl)amino)-3,4,11,11a-tetrahydropyrimido[6',1':2,3]imidazo[5,1-c][1,4]thiazin-9(1H)-one 2,2-dioxide FC=1C=C(CNC2=NC(N3C(N4C(CS(CC4)(=O)=O)C3)=C2)=O)C=CC1F